N-(4-cyanonaphthalen-1-yl)-2-(4-((4-(2-(2,6-dioxopiperidin-3-yl)-1,3-dioxoisoindolin-5-yl)piperazin-1-yl)methyl)-1H-pyrazol-1-yl)-2-methylpropanamide C(#N)C1=CC=C(C2=CC=CC=C12)NC(C(C)(C)N1N=CC(=C1)CN1CCN(CC1)C=1C=C2C(N(C(C2=CC1)=O)C1C(NC(CC1)=O)=O)=O)=O